5-(1-adamantyl)-7-propane-2-yl-pyrazolo[1,5-a]pyrimidine-2-carboxylic acid ethyl ester C(C)OC(=O)C1=NN2C(N=C(C=C2C(C)C)C23CC4CC(CC(C2)C4)C3)=C1